2-chloro-5-(2,3,5,6-tetrafluoro-4-trifluoromethylbenzylamino)benzoic acid ClC1=C(C(=O)O)C=C(C=C1)NCC1=C(C(=C(C(=C1F)F)C(F)(F)F)F)F